Sodium citrate tert-Butyl-4-(nonylglycyl)piperazine-1-carboxylate C(C)(C)(C)OC(=O)N1CCN(CC1)C(CNCCCCCCCCC)=O.C(CC(O)(C(=O)[O-])CC(=O)[O-])(=O)[O-].[Na+].[Na+].[Na+]